C1(CC1)C=1C=C(C(=NC1)[C@]1([C@@H]2CCN(C[C@H]12)C1=CN=C2C(=N1)NN=C2C2=C(C1=CN(N=C1C=C2)C)C)CN)F ((1S,6R,7S)-7-(5-cyclopropyl-3-fluoropyridin-2-yl)-3-(3-(2,4-dimethyl-2H-indazol-5-yl)-1H-pyrazolo[3,4-b]pyrazin-6-yl)-3-azabicyclo[4.1.0]heptan-7-yl)methanamine